C(C)N(C)[Si]([SiH](C)C)(C)C N-Ethyl-N-methyl-(1,1,2,2-tetramethyldisilanyl)amine